CC1=CC=CC(C1O)=COC 6-methyl-2-(methoxymethylene)phenol